Magnesium ethoxide [O-]CC.[Mg+2].[O-]CC